N-methyl-N-tetrahydropyran-4-yl-carbamoyl chloride CN(C(=O)Cl)C1CCOCC1